3-(1-oxo-5-(4-phenyl-1H-imidazol-1-yl)isoindolin-2-yl)piperidine-2,6-dione O=C1N(CC2=CC(=CC=C12)N1C=NC(=C1)C1=CC=CC=C1)C1C(NC(CC1)=O)=O